F[B-](F)(F)F.BrC=1C=C(C=CC1)[I+]C1=CC=CC=C1 (3-bromophenyl)(phenyl)iodonium tetrafluoroborate